N-{[4-({[(4-methoxyphenyl)methyl]amino}carbonylamino)phenyl]methyl}-2-(3-pyridyl)acetamide COC1=CC=C(C=C1)CNC(=O)NC1=CC=C(C=C1)CNC(CC=1C=NC=CC1)=O